COC(CN1C(CCC1=O)C(C)C)=O 2-(2-isopropyl-5-oxo-pyrrolidin-1-yl)acetic acid methyl ester